FC1=C(C=C(C=C1)O)C(=O)N1CC2(C1)CC(C2)N2N=C(C(=C2)C)C2=C(C=CC=C2)F (2-fluoro-5-hydroxyphenyl)(6-[3-(o-fluorophenyl)-4-methyl-1-pyrazolyl]-2-aza-2-spiro[3.3]heptyl)methanone